3-(N-(2-(4-Fluoro-2-isopropyl-6-(pyridin-3-yl)phenyl)acetyl)sulfamoyl)-N,N,1-trimethyl-1H-pyrazole-5-carboxamide FC1=CC(=C(C(=C1)C=1C=NC=CC1)CC(=O)NS(=O)(=O)C1=NN(C(=C1)C(=O)N(C)C)C)C(C)C